2-Amino-4-(3-((2-(difluoromethylidene)tetrahydro-1H-pyrrolizin-7a(5H)-yl)methoxy)-5-fluoro-7,9-dihydrofuro[3,4-f]quinazolin-6-yl)-7-fluorothieno[3,2-c]pyridine-3-carbonitrile NC1=C(C=2C(=NC=C(C2S1)F)C=1C2=C(C=3C=NC(=NC3C1F)OCC13CCCN3CC(C1)=C(F)F)COC2)C#N